BrC1=NN(C=C1C(C)N(C(OC(C)(C)C)=O)C)C([2H])([2H])[2H] tert-butyl (1-(3-bromo-1-(methyl-d3)-1H-pyrazol-4-yl)ethyl)(methyl)carbamate